3-(5-((3-(5-((1r,3r)-3-((5-(5H-pyrido[4,3-b]indol-7-yl)pyridin-2-yl)oxy)cyclobutoxy)pyridin-2-yl)prop-2-yn-1-yl)oxy)-4,6-difluoro-1-oxoisoindolin-2-yl)piperidine-2,6-dione C1=NC=CC=2NC=3C=C(C=CC3C21)C=2C=CC(=NC2)OC2CC(C2)OC=2C=CC(=NC2)C#CCOC=2C(=C1CN(C(C1=CC2F)=O)C2C(NC(CC2)=O)=O)F